The molecule is an organophosphate oxoanion that is the trianion of ditrans,polycis-tridecaprenyl diphosphate arising from deprotonation of the diphosphate OH groups; major species at pH 7.3. It is a conjugate base of a ditrans,polycis-tridecaprenyl diphosphate. CC(=CCC/C(=C/CC/C(=C/CC/C(=C\\CC/C(=C\\CC/C(=C\\CC/C(=C\\CC/C(=C\\CC/C(=C\\CC/C(=C\\CC/C(=C\\CC/C(=C\\CC/C(=C\\COP(=O)([O-])OP(=O)([O-])[O-])/C)/C)/C)/C)/C)/C)/C)/C)/C)/C)/C)/C)C